2-((2-((6-methoxy-2-methyl-1,2,3,4-tetrahydroisoquinolin-7-yl)amino)-7H-pyrrolo[2,3-d]pyrimidin-4-yl)amino)-N-methyl-N-propylbenzenesulfonamide COC=1C=C2CCN(CC2=CC1NC=1N=C(C2=C(N1)NC=C2)NC2=C(C=CC=C2)S(=O)(=O)N(CCC)C)C